OC[C@H]1N(C[C@@H]([C@H]([C@@H]1O)O)O)CCCCC1=CC=CC=C1 (2R,3R,4R,5S)-2-(hydroxymethyl)-1-(4-phenylbutyl)piperidine-3,4,5-triol